1-(2-amino-3-fluorophenyl)ethan-1-ol NC1=C(C=CC=C1F)C(C)O